4-bromo-2,3-lutidine BrC1=C(C(=NC=C1)C)C